NC1=NC=2C=CC=CC2C2=C1N=CN2[C@@H](CC2=CC=C(OCCN1N=NC(=C1)COCCOCCOCCN1C(C=CC1=O)=O)C=C2)COCC (S)-1-(2-(2-(2-((1-(2-(4-(2-(4-amino-1H-imidazo[4,5-c]quinolin-1-yl)-3-ethoxypropyl)phenoxy)ethyl)-1H-1,2,3-triazol-4-yl)methoxy)ethoxy)ethoxy)ethyl)-1H-pyrrole-2,5-dione